2,4-Dichloro-N-(pyrimidin-2-ylcarbamoyl)benzamide ClC1=C(C(=O)NC(NC2=NC=CC=N2)=O)C=CC(=C1)Cl